[O-2].[Zn+2].[Al+3].[Sn+4] tin-aluminum-zinc oxide